(S)-3-Amino-N-(1-hydroxy-3-(1H-imidazol-4-yl)propan-2-yl)-3,3-dimethylpropanamid NC(CC(=O)N[C@H](CO)CC=1N=CNC1)(C)C